ClC=1C(=NC(=NC1N1N=C(C=C1COC1OCCCC1)C1=CC=CC=C1)N1CCOCC1)OC1CN(CCC1)C 4-(5-chloro-4-((1-methylpiperidin-3-yl)oxy)-6-(3-phenyl-5-(((tetrahydro-2H-pyran-2-yl)oxy)methyl)-1H-pyrazol-1-yl)pyrimidin-2-yl)morpholine